(4-(2,4-difluorophenyl)piperidin-4-yl)carbamic acid tert-butyl ester C(C)(C)(C)OC(NC1(CCNCC1)C1=C(C=C(C=C1)F)F)=O